tert-butyl (3R)-4-(2-{[2-(dimethylamino) ethyl] carbamoyl}-4-(2-ethoxypyridin-3-yl)-3-fluorophenyl)-3-ethylpiperazine-1-carboxylate CN(CCNC(=O)C1=C(C=CC(=C1F)C=1C(=NC=CC1)OCC)N1[C@@H](CN(CC1)C(=O)OC(C)(C)C)CC)C